C(C)(=O)C([C@@H]1[C@@H]([C@@H]([C@H](C(O)O1)N)O)O)O 6-acetylgalactosamine